5-(3-amino-1-((2-(trimethylsilyl)ethoxy)methyl)-1H-pyrazol-4-yl)-N-(3-cyano-5-fluorobenzyl)-6-fluoroindoline-1-carboxamide NC1=NN(C=C1C=1C=C2CCN(C2=CC1F)C(=O)NCC1=CC(=CC(=C1)F)C#N)COCC[Si](C)(C)C